3-(1,4-Dimethyl-1H-benzotriazol-5-yl)-3-(7-{[(4R)-4-ethyl-7-methyl-1,1-dioxido-3,4-dihydro-2H-pyrido[2,3-b][1,4,5]oxathiazepin-2-yl]methyl}-2,3-dihydro-1H-inden-5-yl)propanoic acid CN1N=NC2=C1C=CC(=C2C)C(CC(=O)O)C=2C=C1CCCC1=C(C2)CN2S(C1=C(O[C@@H](C2)CC)N=C(C=C1)C)(=O)=O